4-amino-6-(cyclopropylethynyl)-N-((R)-1-phenylethyl)-7H-pyrrolo[2,3-d]Pyrimidine-5-carboxamide NC=1C2=C(N=CN1)NC(=C2C(=O)N[C@H](C)C2=CC=CC=C2)C#CC2CC2